4,4-dimethyl-thiosemicarbazide CN(C(NN)=S)C